(R)-N-(5-(5-(difluoromethyl)-1,2,4-oxadiazol-3-yl)-2,3-dihydro-1H-inden-1-yl)-2-methylthiazole-5-carboxamide FC(C1=NC(=NO1)C=1C=C2CC[C@H](C2=CC1)NC(=O)C1=CN=C(S1)C)F